FC(COC)(F)C=1C=C(C=CC1)C(C)=O 1-(3-(1,1-difluoro-2-methoxyethyl)phenyl)ethan-1-one